C(C)(C)(C)OC(=O)N1CCC(CC1)CN(C1CC1)C(C)=O 4-{[acetyl-(cyclopropyl)amino]Methyl}piperidine-1-carboxylic acid tert-butyl ester